4,4'-(phenylmethylene)bisphenol C1(=CC=CC=C1)C(C1=CC=C(C=C1)O)C1=CC=C(C=C1)O